C=1(C(C(C=C(C1)C(=O)O)(C(=O)O)C(=O)O)C(=O)O)C1=CC=CC=C1 2,3,3,5-biphenyltetracarboxylic acid